methyl 3-[3-[[(4S)-8-chlorochroman-4-yl]carbamoylamino]pyrazol-1-yl]benzoate ClC=1C=CC=C2[C@H](CCOC12)NC(=O)NC1=NN(C=C1)C=1C=C(C(=O)OC)C=CC1